2-(4-(1,3-dihydroisobenzofuran-5-yl)-1H-imidazol-5-yl)-6-methylpyridine C1OCC2=CC(=CC=C12)C=1N=CNC1C1=NC(=CC=C1)C